CS(=O)(=O)C1=NC2=CC=CC=C2C=N1 2-(methylsulfonyl)quinazoline